C(C)(C)(C)OC1CN(C1)C(=O)NC1CCCCC2=C1C=CC(=C2)C2=NC(=NC=C2)NC2=C1N(N=C2)CCC1 3-(tert-butoxy)-N-(2-(2-((5,6-dihydro-4H-pyrrolo[1,2-b]pyrazol-3-yl)amino)pyrimidin-4-yl)-6,7,8,9-tetrahydro-5H-benzo[7]annulen-5-yl)azetidine-1-carboxamide